O1CCN(CC1)C1=NC=C(C=N1)CN1CCC(CC1)C=1C=C2CN(C(C2=CC1)=O)C1C(NC(CC1)=O)=O 3-(5-(1-((2-morpholinopyrimidin-5-yl)methyl)piperidin-4-yl)-1-oxoisoindolin-2-yl)piperidine-2,6-dione